4-bromo-5-(cyanomethyl)-N6,N6-dimethyl-1-benzofuran-2,6-dicarboxamide BrC1=C(C(=CC2=C1C=C(O2)C(=O)N)C(=O)N(C)C)CC#N